BrC1=NN=C(S1)NC(CSC=1NC(C2=C(N1)N(N=C2)C2CCCCC2)=O)=O N-(5-bromo-1,3,4-thiadiazol-2-yl)-2-((4-oxo-1-cyclohexyl-4,5-dihydro-1H-pyrazolo[3,4-d]pyrimidin-6-yl)thio)acetamide